OC(C[N+](CC)(CC)CC)C 2-hydroxypropyl-tri-ethylammonium